2-{4-[(2-Methylpentyl)oxy]phenyl}acetyl chloride CC(COC1=CC=C(C=C1)CC(=O)Cl)CCC